C(C)C(COC=1C=C(OCCO)C=C(C1)CCCCCCCCCCCCCCC)CCCC 2-(3-((2-ethylhexyl)oxy)-5-pentadecylphenoxy)ethanol